2-(3-(tert-Butoxycarbonyl-(methyl)amino)-2-oxopyrrolidin-1-yl)acetic acid ethyl ester C(C)OC(CN1C(C(CC1)N(C)C(=O)OC(C)(C)C)=O)=O